CS(=NC(C1=CC=C(C=C1)COC1=COC(=CC1=O)CN1CC2=CC=C(C=C2C1)F)=O)(=O)C N-(Dimethyl(oxido)-λ6-sulfanylidene)-4-[({6-[(5-fluoro-1,3-dihydro-2H-isoindol-2-yl)methyl]-4-oxo-4H-pyran-3-yl}oxy)methyl]benzamide